C(C)OC(C([C@@H](CC)C)N)=O (3R)-2-amino-3-methylpentanoic acid ethyl ester